N-((1S)-((R)-3,3-difluorocyclohexyl)(6-(((5S)-2-oxo-5-(trifluoromethyl)piperidin-3-yl)methyl)imidazo[1,2-b]pyridazin-2-yl)methyl)-1-isopropyl-1H-pyrazole-5-carboxamide FC1(C[C@@H](CCC1)[C@H](NC(=O)C1=CC=NN1C(C)C)C=1N=C2N(N=C(C=C2)CC2C(NC[C@H](C2)C(F)(F)F)=O)C1)F